FC1=CC=C(N=CC2=CC=CC=C2)C=C1 4-fluoro-N-(benzylidene)aniline